FC=1C=C(C(=O)NC2=CC3=CN(N=C3C=C2OC)C2CCC(CC2)CO)C=C(C1)C(F)(F)F 3-Fluoro-N-[2-[4-(hydroxymethyl)cyclohexyl]-6-methoxy-indazol-5-yl]-5-(trifluoromethyl)benzamide